CONC(C(=C)C)=O N-methoxymethacrylamide